2-(di(tert-butoxycarbonyl)amino)-6-(3-fluoro-2-methylphenyl)imidazo[1,2-a]pyridine-3-carboxylic acid C(C)(C)(C)OC(=O)N(C=1N=C2N(C=C(C=C2)C2=C(C(=CC=C2)F)C)C1C(=O)O)C(=O)OC(C)(C)C